(R)-1-(2-((2,2'-dichloro-3'-(pyrido[3,4-b]pyrazin-5-ylamino)-[1,1'-biphenyl]-3-yl)carbamoyl)-4,5,6,7-tetrahydropyrazolo[1,5-a]pyridin-4-yl)azetidine-3-carboxylic acid ClC1=C(C=CC=C1NC(=O)C1=NN2C([C@@H](CCC2)N2CC(C2)C(=O)O)=C1)C1=C(C(=CC=C1)NC1=NC=CC=2C1=NC=CN2)Cl